C(#C)C1=C(C(=NC(=C1F)OC)OC)F 4-ethynyl-3,5-difluoro-2,6-dimethoxypyridine